O=C(NCC(NCC(NCC(NCC(=O)OC)=O)=O)=O)NC1=CC(=CC=C1)N(C(CC)=O)C1CCN(CC1)CCC1=CC=CC=C1 Methyl 1,4,7,10-tetraoxo-1-((3-(N-(1-phenethylpiperidin-4-yl)propionamido)phenyl)amino)-2,5,8,11-tetraazatridecan-13-oate